C(C1=CC=CC=C1)OC[C@]1(C(C1)(F)F)CN(C)C (R)-1-(1-((benzyloxy)methyl)-2,2-difluorocyclopropyl)-N,N-dimethylmethylamine